4-(hydroxymethylphosphono)-2-carbonyl-butanoic acid OCOP(=O)(O)CCC(C(=O)O)=C=O